benzyl 4-[5-[5-bromo-3-[3-[tert-butyl(diphenyl)silyl]oxy-2,2-dimethyl-propyl]-6-fluoro-1H-indol-2-yl]-6-[(1S)-1-methoxyethyl]-3-pyridyl]piperazine-1-carboxylate BrC=1C=C2C(=C(NC2=CC1F)C=1C=C(C=NC1[C@H](C)OC)N1CCN(CC1)C(=O)OCC1=CC=CC=C1)CC(CO[Si](C1=CC=CC=C1)(C1=CC=CC=C1)C(C)(C)C)(C)C